(2R,3S,4R,5R)-4-[[4-Cyclopropyl-3-(3,4-Difluoro-2-methoxy-phenyl)-5-methyl-5-(trifluoromethyl)tetrahydrofuran-2-carbonyl]amino]pyridin-2-carboxamid C1(CC1)[C@@H]1[C@H]([C@@H](O[C@]1(C(F)(F)F)C)C(=O)NC1=CC(=NC=C1)C(=O)N)C1=C(C(=C(C=C1)F)F)OC